C(C)(C)(C)N[C@H]1CN(CC1)C=1N=NC(=CN1)C1=C(C=C2C=CN(C(C2=C1)=O)C)O 7-{3-[(3R)-3-(tert-butylamino)pyrrolidin-1-yl]-1,2,4-triazin-6-yl}-6-hydroxy-2-methylisoquinolin-1-one